4-((3-(2,3-difluoro-4-phenoxyphenyl)imidazo[1,2-a]pyrazin-8-yl)amino)-2-ethyl-N-(piperidin-4-ylmethyl)benzamide hydrochloride Cl.FC1=C(C=CC(=C1F)OC1=CC=CC=C1)C1=CN=C2N1C=CN=C2NC2=CC(=C(C(=O)NCC1CCNCC1)C=C2)CC